C1(=CC=CC=2C3=CC=CC=C3CC12)COC(=O)N[C@H](C(=O)O)CCNC(=O)OC(C)(C)C N-fluorenylmethoxycarbonyl-N'-tert-butoxycarbonyl-L-2,4-diaminobutyric acid